3-(2-methoxyethoxy)tetrahydrothiophene 1,1-dioxide COCCOC1CS(CC1)(=O)=O